C(CC)CC(C(=O)N)(O)CCC di-propyl-lactamide